2-(3-hydroxyisoxazol-5-yl)-3-methyl-butyric acid methyl ester COC(C(C(C)C)C1=CC(=NO1)O)=O